N-(6-hydrazinyl-6-oxohexyl)-5-((3aS,6aR)-2-oxohexahydro-1H-thieno[3,4-d]imidazol-4-yl)pentanamide N(N)C(CCCCCNC(CCCCC1SC[C@@H]2NC(N[C@@H]21)=O)=O)=O